CN(CCC=1C(=C(C=C(C1NN1CN=CC=C1C1=CN(C2=CC=CC=C12)C)OC)N)[N+](=O)[O-])C (2-(dimethylamino)ethyl)-5-methoxy-N'-(4-(1-methyl-1H-indol-3-yl)pyrimidin-3-yl)nitrobenzene-1,4-diamine